N-[5-ethylsulfonyl-6-[3-methyl-6-(trifluoromethyl)imidazo[4,5-c]pyridin-2-yl]-3-pyridinyl]-N-methoxy-propionamide C(C)S(=O)(=O)C=1C=C(C=NC1C1=NC2=C(C=NC(=C2)C(F)(F)F)N1C)N(C(CC)=O)OC